7-bromo-1-methyl-4-(piperidin-4-yl)-1,4-dihydropyrido[2,3-b]Pyrazine BrC1=CC2=C(N(C=CN2C)C2CCNCC2)N=C1